9,9'-(5-iodo-[1,1'-biphenyl]-2,3'-diyl)bis(9H-carbazole) IC=1C=CC(=C(C1)C1=CC(=CC=C1)N1C2=CC=CC=C2C=2C=CC=CC12)N1C2=CC=CC=C2C=2C=CC=CC12